(2S,5R)-2-(N-Isobutylcarbamimidoyl)-7-oxo-1,6-diazabicyclo[3.2.1]octan-6-yl hydrogen sulfate S(=O)(=O)(ON1[C@@H]2CC[C@H](N(C1=O)C2)C(NCC(C)C)=N)O